[3-(3,5-dimethylphenyl)pyrrolidine-1-carbonyl]-6-methyl-N-(1-methylcyclopropyl)furo[2,3-d]pyrimidin-4-amine CC=1C=C(C=C(C1)C)C1CN(CC1)C(=O)C=1N=C(C2=C(N1)OC(=C2)C)NC2(CC2)C